CC(C=O)CC(CC=C(C)C)(C1=C(C=CC=C1)C)C 2,4,7-trimethyl-4-(o-tolyl)oct-6-enal